CC1=CC=2CC3=CC=CC=C3OC2C(=C1)C 2,4-dimethyl-xanthene